N-phenethyl-3,3-dimethyl-2-oxo-butyl-sulfonamide C(CC1=CC=CC=C1)NS(=O)(=O)CC(C(C)(C)C)=O